4-amino-5-(4-bromobenzoyl)-2-[(3-chloro-4-methylphenyl)amino]thiophene-3-carboxamide NC=1C(=C(SC1C(C1=CC=C(C=C1)Br)=O)NC1=CC(=C(C=C1)C)Cl)C(=O)N